N-((1s,4s)-4-(3,3-difluoropyrrolidin-1-yl)cyclohexyl)-2-(1H-imidazol-1-yl)-6-methyl-pyrimidine-4-carboxamide FC1(CN(CC1)C1CCC(CC1)NC(=O)C1=NC(=NC(=C1)C)N1C=NC=C1)F